CC1([C@H](C1)C(=O)N1CC2(C1)CN(CC2)C(=O)[O-])C 2-((S)-2,2-dimethylcyclopropane-1-carbonyl)-2,6-diazaspiro[3.4]octane-6-carboxylate